CC=CC.[Li].[Li] dilithium 2-butene